di-tert-butyl 4,4'-((1H-imidazole-1-carbonyl)azanediyl)dibutyrate N1(C=NC=C1)C(=O)N(CCCC(=O)OC(C)(C)C)CCCC(=O)OC(C)(C)C